C(C)OC(CC1=C(C=C(C=C1)Br)Cl)=O ethyl-2-(4-bromo-2-chlorophenyl)acetate